8-methoxycarbonyltetracyclo[4.4.0.12,5.17,10]dodeca-3-ene COC(=O)C1C2C3C4C=CC(C3C(C1)C2)C4